ClC1=CC=C(C=C1)C#C 1-chloro-4-ethynylbenzene